(2R,4R)-7-fluoro-4-hydroxy-N-(3-{4-[3-(trifluoromethoxy)propoxy]-1H-pyrazol-1-yl}bicyclo[1.1.1]pentan-1-yl)-6-(trifluoromethyl)-3,4-dihydro-2H-1-benzopyran-2-carboxamide FC1=CC2=C([C@@H](C[C@@H](O2)C(=O)NC23CC(C2)(C3)N3N=CC(=C3)OCCCOC(F)(F)F)O)C=C1C(F)(F)F